C(C)(C)C=1C2=C(NC1C=1C=C(C=3N(C1)N=CN3)C)C=C(S2)C2CCN(CC2)C(=O)OC(C)(C)C tert-butyl 4-[6-isopropyl-5-(8-methyl-[1,2,4]triazolo[1,5-a]pyridin-6-yl)-4H-thieno[3,2-b]pyrrol-2-yl]piperidine-1-carboxylate